N-((S)-1-(((S)-4-(cyclopropylamino)-3,4-dioxo-1-((R)-2-oxopyrrolidin-3-yl)butan-2-yl)amino)-4-methyl-1-oxopentan-2-yl)-9-hydroxy-9H-fluorene-9-carboxamide C1(CC1)NC(C([C@H](C[C@@H]1C(NCC1)=O)NC([C@H](CC(C)C)NC(=O)C1(C2=CC=CC=C2C=2C=CC=CC12)O)=O)=O)=O